N(=[N+]=[N-])CCOC1=CC=C(C[C@H](N)C(=O)O)C=C1 para-(2-azidoethoxy)-L-phenylalanine